7-(3-Chloro-2-methylphenyl)-6-(4-((1-(3-fluoropropyl)azetidin-3-ylidene)methyl)phenyl)-3,8,9,10-tetrahydrocyclohepta[e]indole ClC=1C(=C(C=CC1)C1=C(C2=C(C=3C=CNC3C=C2)CCC1)C1=CC=C(C=C1)C=C1CN(C1)CCCF)C